iodo-adamantane IC12CC3CC(CC(C1)C3)C2